C[C@@H]1N(CCN(C1)C1=CN2C(=NC(=CC2=O)OS(=O)(=O)C2=CC=C(C=C2)C)S1)C(=O)OC(C)(C)C tert-butyl (2S)-2-methyl-4-[5-oxo-7-(p-tolylsulfonyloxy)thiazolo[3,2-a]pyrimidin-2-yl]piperazine-1-carboxylate